(S)-2-(1-(tert-butyl)-3-methyl-2-oxo-2,3-dihydro-1H-benzo[d]imidazol-4-yl)-2-(methyl((1S,3S)-3-(4-(5,6,7,8-tetrahydro-1,8-naphthyridin-2-yl)butoxy)cyclopentyl)amino)acetic acid C(C)(C)(C)N1C(N(C2=C1C=CC=C2[C@@H](C(=O)O)N([C@@H]2C[C@H](CC2)OCCCCC2=NC=1NCCCC1C=C2)C)C)=O